CN(C(S)=S)C.[Na] sodium N,N-dimethyldithiocarbamic acid